2-(2-(4-amino-8-methyl-6-(2-methylpyrimidin-5-yl)-9H-pyrimido[4,5-b]indol-9-yl)acetyl)-N-(6-bromopyridin-2-yl)-2-azabicyclo[3.1.0]hexane-3-carboxamide NC1=NC=NC=2N(C3=C(C=C(C=C3C21)C=2C=NC(=NC2)C)C)CC(=O)N2C1CC1CC2C(=O)NC2=NC(=CC=C2)Br